N-[(2S)-2-(hydroxymethyl)-2-methyl-6-[(1R,4R)-5-(2,2,2-trifluoroethyl)-2,5-diazabicyclo[2.2.1]heptan-2-yl]-3H-benzofuran-5-yl]pyrazolo[1,5-a]pyrimidine-3-carboxamide OC[C@]1(OC2=C(C1)C=C(C(=C2)N2[C@H]1CN([C@@H](C2)C1)CC(F)(F)F)NC(=O)C=1C=NN2C1N=CC=C2)C